((4-bromo-2-fluorobenzyl)thio)-6-chlorobenzo[d]oxazole BrC1=CC(=C(CSC=2OC3=C(N2)C=CC(=C3)Cl)C=C1)F